3-(quinoxalin-6-yl)-3-((R)-1-(3-(5,6,7,8-tetrahydro-1,8-naphthyridin-2-yl)propyl)piperidine-3-carboxamido)propanoic acid N1=CC=NC2=CC(=CC=C12)C(CC(=O)O)NC(=O)[C@H]1CN(CCC1)CCCC1=NC=2NCCCC2C=C1